C(C)N(CCCCCCCC(=O)NC1=CC(=CC=C1)C1C(NC(CC1)=O)=O)CC 8-(Diethylamino)-N-(3-(2,6-dioxopiperidin-3-yl)phenyl)octanamide